6-acetyl-2-((5-(1-(5-(chloromethyl)pyridin-2-yl)piperidin-4-yl)pyridin-2-yl)amino)-8-cyclopentyl-5-methylpyrido[2,3-d]pyrimidin-7(8H)-one C(C)(=O)C1=C(C2=C(N=C(N=C2)NC2=NC=C(C=C2)C2CCN(CC2)C2=NC=C(C=C2)CCl)N(C1=O)C1CCCC1)C